tert-butyl ((6-bromopyridazin-3-yl)methyl)(isobutyl)carbamate BrC1=CC=C(N=N1)CN(C(OC(C)(C)C)=O)CC(C)C